N-cyano-N'-cyclopropylguanidine C(#N)NC(=N)NC1CC1